3-methylbut-2-en-1-ol CC(=CCO)C